[Li+].C(N)(=O)C1CCC(CC1)C(=O)[O-] (1r,4r)-4-carbamoyl-cyclohexanecarboxylic acid, lithium salt